(S)-(4-(4-(trifluoromethoxy)pyrazolo[1,5-a]pyridin-2-yl)-6,7-dihydro-1H-imidazo[4,5-c]pyridin-5(4H)-yl)(5-(1-(trifluoromethyl)-1H-pyrazol-3-yl)-1,3,4-oxadiazol-2-yl)methanone FC(OC=1C=2N(C=CC1)N=C(C2)[C@H]2N(CCC1=C2N=CN1)C(=O)C=1OC(=NN1)C1=NN(C=C1)C(F)(F)F)(F)F